allyloxy-di-(2,4,6-trimethylphenyl)silane C(C=C)O[SiH](C1=C(C=C(C=C1C)C)C)C1=C(C=C(C=C1C)C)C